N1[C@H](CC1)C(=O)N1CCN(CC1)C(=O)C1=C(C=C(C=C1)NC=1C=2N(C=CN1)C(=CN2)C2=CC(=C(C=C2)OC)F)C [4-[(2R)-azetidine-2-carbonyl]piperazin-1-yl]-[4-[[3-(3-fluoro-4-methoxyphenyl)imidazo[1,2-a]pyrazin-8-yl]amino]-2-methylphenyl]methanone